C=CN1C=CN=N1 N-vinyl-1,2,3-triazole